C1=CC=CC=2C3=CC=CC=C3C(C12)COC(=O)N1[C@@H](C[C@H](C1)OC1OCCCC1)C(=O)O (2S,4R)-1-(9H-fluoren-9-ylmethoxycarbonyl)-4-tetrahydropyran-2-yloxy-pyrrolidine-2-carboxylic acid